(E,E)-8,10-Dodecadien-1-ol (Z)-8-Dodecen-1-yl-acetate C(CCCCCC\C=C/CCC)CC(=O)OCCCCCCC\C=C\C=C\C